4-(4-Phenylphenyl)benzene-1-thiol C1(=CC=CC=C1)C1=CC=C(C=C1)C1=CC=C(C=C1)S